3-fluoro-3-methyl-butan-2-one FC(C(C)=O)(C)C